C(C)(C)(C)C=1N=CN(C1)C1=CC=C(C=C1)C(=O)N1CCN(CC1)C=1OC=2C(=NC(=CC2)C)N1 [4-(4-tert-butylimidazol-1-yl)phenyl]-[4-(5-methyloxazolo[4,5-b]pyridin-2-yl)piperazin-1-yl]methanone